N-(cyclohexylmethyl)-N-phenyl-[1,2,4]triazolo[4,3-a]quinazolin-5-amine C1(CCCCC1)CN(C1=NC=2N(C3=CC=CC=C13)C=NN2)C2=CC=CC=C2